N-[7-benzyloxy-5-fluoro-6-(1,1,4-trioxo-1,2,5-thiadiazolidin-2-yl)-2-naphthyl]-2-[3-[1-(2,6-dioxo-3-piperidyl)-3-methyl-2-oxo-benzimidazol-5-yl]-4-fluoro-1-piperidyl]acetamide C(C1=CC=CC=C1)OC1=C(C(=C2C=CC(=CC2=C1)NC(CN1CC(C(CC1)F)C1=CC2=C(N(C(N2C)=O)C2C(NC(CC2)=O)=O)C=C1)=O)F)N1S(NC(C1)=O)(=O)=O